C1(CC1)C1=C(C=C(C(=C1)CN1CCC2(CN(C(O2)=O)C2=CC=C(C=C2)S(=O)(=O)O)CC1)OCC)C1=CC=C(C=C1)F 4-(8-((2-cyclopropyl-5-ethoxy-4'-fluoro-[1,1'-biphenyl]-4-yl)methyl)-2-oxo-1-oxa-3,8-diazaspiro[4.5]decan-3-yl)benzenesulfonic acid